C(C)(C)(C)OC(=O)N1C[C@H](NCC1)COC1=CC(=NC(=C1C(=O)O)N1CC(OCC1)(C)C)Cl (S)-4-((4-(tert-butoxycarbonyl)piperazin-2-yl)methoxy)-6-chloro-2-(2,2-dimethylmorpholino)nicotinic acid